C(C)(C)C1=NC=CC=C1N1C(N=C(C2=CC=C(C=C12)C(F)(F)F)NCC#C)=O 1-(2-isopropylpyridin-3-yl)-4-(prop-2-yn-1-ylamino)-7-(trifluoromethyl)quinazolin-2(1H)-one